4-(Furan-2-yl)-8-(β-D-ribofuranosyl)-8H-thieno[3',2':4,5]pyrrolo[2,3-d]pyrimidine O1C(=CC=C1)C=1C2=C(N=CN1)N(C1=C2C=CS1)[C@H]1[C@H](O)[C@H](O)[C@H](O1)CO